FC1([C@@](C1)(COCOC)CN1C[C@@H]2C([C@@H]2C1)F)F (1R,5S,6R)-3-(((R)-2,2-difluoro-1-((methoxymethoxy)methyl)cyclopropyl)methyl)-6-fluoro-3-azabicyclo[3.1.0]hexane